C(C)OC(=O)C1OC2=C(NC1)C=C(C=C2)C(=O)O 2-ethoxycarbonyl-3,4-dihydro-2H-1,4-benzoxazine-6-carboxylic acid